ClC1=CC(=CC(=N1)N1CC(N(CC1)S(=O)(=O)C1=CC=C(N)C=C1)C)C(F)(F)F 4-[4-[6-Chloro-4-(trifluoromethyl)-2-pyridyl]-2-methyl-piperazin-1-yl]sulfonylaniline